FC1=C(C=CC(=C1)C=1C=C2C=NC(=NC2=C(C1)C(C)C)N[C@@H]1CNC[C@H](C1)F)NS(=O)(=O)CC=1C=NN(C1)C N-(2-fluoro-4-(2-(((3S,5S)-5-fluoropiperidin-3-yl)amino)-8-isopropyl-quinazolin-6-yl)phenyl)-1-(1-methyl-1H-pyrazol-4-yl)methanesulfonamide